CNC=1N=CC(=C2C=C(N=CC12)C1(CC1)C(=O)N)C=1OC2=C(N1)C=CC(=C2)N2CCOCC2 (8-(methylamino)-5-(6-morpholinylbenzo[d]oxazol-2-yl)-2,7-naphthyridin-3-yl)cyclopropanecarboxamide